4-[3-Chloro-4-(cyclopropylmethoxy)-2-fluoro-anilino]-6-[(1S,4S)-2,5-diazabicyclo[2.2.1]heptan-2-yl]-1,5-naphthyridine-3-carbonitrile ClC=1C(=C(NC2=C(C=NC3=CC=C(N=C23)N2[C@@H]3CN[C@H](C2)C3)C#N)C=CC1OCC1CC1)F